(R)-(4-(4-(difluoromethyl)pyrazolo[1,5-a]pyridin-2-yl)-6,7-dihydro-1H-imidazo[4,5-c]pyridin-5(4H)-yl)(5-(pyrimidin-2-yl)-1,3,4-oxadiazol-2-yl)methanone FC(C=1C=2N(C=CC1)N=C(C2)[C@@H]2N(CCC1=C2N=CN1)C(=O)C=1OC(=NN1)C1=NC=CC=N1)F